C(C1=CC=CC=C1)SC1=CC(=C(NC2=NC=C(C(=N2)N2C[C@](CCC2)(O)C)C(F)(F)F)C=C1)C (3S)-1-[2-(4-benzylsulfanyl-2-methyl-anilino)-5-(trifluoromethyl)pyrimidin-4-yl]-3-methyl-piperidin-3-ol